2-(2-hydroxy-4-acryloyloxyethoxyphenyl)-4,6-bis(2,4-dimethylphenyl)-1,3,5-triazine OC1=C(C=CC(=C1)OCCOC(C=C)=O)C1=NC(=NC(=N1)C1=C(C=C(C=C1)C)C)C1=C(C=C(C=C1)C)C